C[C@@H]1O[C@@H](CN(C1)C1=NC(=C2N1C1=CC(=CC=C1N=C2)C=2C=CC(=NC2)OCCCN(C)C)CC)C 3-((5-(1-((2S,6R)-2,6-dimethylmorpholino)-3-ethylimidazo[1,5-a]quinoxalin-8-yl)pyridin-2-yl)oxy)-N,N-dimethylpropan-1-amine